ClC=1C=NN(C1C1=NN2C(N(C(CC2)=O)CC2=CC(=C(C=C2)C=2N(C=C(N2)C(F)(F)F)CC)F)=C1)C(COC)(C)C 2-(4-chloro-1-(1-methoxy-2-methylpropan-2-yl)-1H-pyrazol-5-yl)-4-(4-(1-ethyl-4-(trifluoromethyl)-1H-imidazol-2-yl)-3-fluorobenzyl)-6,7-dihydropyrazolo[1,5-a]pyrimidin-5(4H)-one